FC(C=1C=C(C(=C(C#N)C1)F)OC1=C(N=CN(C1=O)CC1=C(N=C(NC1=O)C)C)[C@@H](C)F)F (R)-5-(difluoromethyl)-3-((1-((2,4-dimethyl-6-oxo-1,6-dihydropyrimidin-5-yl)methyl)-4-(1-fluoroethyl)-6-oxo-1,6-dihydropyrimidin-5-yl)oxy)-2-fluorobenzonitrile